C[C@H]1N(CCOC1)C=1C=C(C=2N(N1)C(=CN2)C2=CC=NN2)C2(CC2)S(=O)(=O)C (R)-3-methyl-4-(8-(1-(methylsulfonyl)cyclopropyl)-3-(1H-pyrazol-5-yl)imidazo[1,2-b]pyridazin-6-yl)morpholine